CC=1C=C(N(N1)C1=CC=CC=C1)OCOC(CCC(=O)O)=O 4-{[(5-methyl-2-phenylpyrazol-3-yl)oxy]methoxy}-4-oxobutanoic acid